(s)-1-(4-(5-chloropyrimidin-2-yl)piperazin-1-yl)-3-(2-hydroxypropoxy)propan-1-one ClC=1C=NC(=NC1)N1CCN(CC1)C(CCOC[C@H](C)O)=O